FC1=C(C=C(C=C1)C1=NOC(=N1)CN1C(NC(C1=O)(C)C)=O)C(F)(F)F 3-((3-(4-fluoro-3-(trifluoromethyl)phenyl)-1,2,4-oxadiazol-5-yl)methyl)-5,5-dimethylimidazolidine-2,4-dione